Methyl-6-(3-(adamantan-1-yl)-4-hydroxyphenyl)-2-naphthoic acid methyl ester COC(=O)C1=C(C2=CC=C(C=C2C=C1)C1=CC(=C(C=C1)O)C12CC3CC(CC(C1)C3)C2)C